butyl 3-((methylthio)carbonothioyl)-4-oxopiperidine-1-carboxylate CSC(=S)C1CN(CCC1=O)C(=O)OCCCC